tert-butyl (Z)-(dec-9-enamido(methylthio)methylene)carbamate C(CCCCCCCC=C)(=O)N/C(/SC)=N/C(OC(C)(C)C)=O